N-(cyclopropylsulfonyl)-4-(trifluoromethyl)quinoline-2-carboxamide C1(CC1)S(=O)(=O)NC(=O)C1=NC2=CC=CC=C2C(=C1)C(F)(F)F